1-(4-methoxyphenyl)-2-methylpropan-1-one COC1=CC=C(C=C1)C(C(C)C)=O